N1C=CC2=CC(=CC=C12)NC=1C=COC1 4-(1H-indol-5-yl)aminofuran